NC1=NC(=CC(=C1)N[C@H](COC)CCC)CC1=C(C=C(C=C1)CN1CCCC1)OC (S)-2-amino-6-(2-methoxy-4-(pyrrolidin-1-ylmethyl)benzyl)-4-((1-methoxypentan-2-yl)amino)pyridin